tert-butyl (S)-(1-((1-cyanocyclopropyl)amino)-3-(6-(4-methylpiperazin-1-yl)benzo[d]oxazol-2-yl)-1-oxopropan-2-yl)carbamate C(#N)C1(CC1)NC([C@H](CC=1OC2=C(N1)C=CC(=C2)N2CCN(CC2)C)NC(OC(C)(C)C)=O)=O